(S)-1-(4-(1H-Pyrazol-4-yl)phenyl)ethan-1-amine, hydrochloride Cl.N1N=CC(=C1)C1=CC=C(C=C1)[C@H](C)N